FC1=C(C=CC(=C1F)C=1C=NNC1)C=1N=C2C(=NC1)N=C(S2)N(C2CC(NC(C2)(C)C)(C)C)C 6-[2,3-Difluoro-4-(1H-pyrazol-4-yl)phenyl]-N-methyl-N-(2,2,6,6-tetramethylpiperidin-4-yl)[1,3]thiazolo[4,5-b]pyrazin-2-amin